1-(2-fluoro-5-(trifluoromethoxy)phenyl)-3-(2-(1-methyl-1H-imidazo[1,2-b]pyrazole-7-carbonyl)-2-azaspiro[3.3]heptan-6-yl)urea FC1=C(C=C(C=C1)OC(F)(F)F)NC(=O)NC1CC2(CN(C2)C(=O)C2=C3N(N=C2)C=CN3C)C1